N-(2-fluoro-5-(1-methyl-1H-1,2,4-triazol-3-yl)-4-(trifluoromethyl)phenyl)-4-methyl-1-(5-methyl-1,3,4-oxadiazol-2-yl)-7-azabicyclo[4.1.1]octane-7-carboxamide FC1=C(C=C(C(=C1)C(F)(F)F)C1=NN(C=N1)C)NC(=O)N1C2CC(CCC1(C2)C=2OC(=NN2)C)C